2,7-bis([2,2'-bipyridyl]-5-yl)triphenylene N1=C(C=CC(=C1)C1=CC=2C3=CC=CC=C3C3=CC(=CC=C3C2C=C1)C=1C=CC(=NC1)C1=NC=CC=C1)C1=NC=CC=C1